(2-(((allyloxy)carbonyl)amino)acetamido)methyl acetate C(C)(=O)OCNC(CNC(=O)OCC=C)=O